(1R,3S,4R)-2-((3-chlorophenyl)glycyl)-5,5-difluoro-N-((R,Z)-4-fluoro-4-(methylsulfonyl)-1-((S)-2-oxopyrrolidin-3-yl)but-3-en-2-yl)-2-azabicyclo[2.2.2]octane-3-carboxamide ClC=1C=C(C=CC1)NCC(=O)N1[C@H]2CC([C@@H]([C@H]1C(=O)N[C@H](C[C@H]1C(NCC1)=O)\C=C(/S(=O)(=O)C)\F)CC2)(F)F